4-(6-fluoro-5-(methylsulfonyl)pyridin-2-yl)-1-methyl-1H-1,2,3-triazole-5-carboxylic acid FC1=C(C=CC(=N1)C=1N=NN(C1C(=O)O)C)S(=O)(=O)C